tert-butyl 3-(1-((tert-butylsulfinyl)amino)allyl)-3-fluoroazetidine-1-carboxylate C(C)(C)(C)S(=O)NC(C=C)C1(CN(C1)C(=O)OC(C)(C)C)F